CC1=C(C=C(C=C1)NC(=O)N1C[C@@H](CC1)CC(F)(F)F)C1=CC(=NC(=C1)N1CCOCC1)C1CCN(CC1)C (S)-N-(4-methyl-3-(2-(1-methylpiperidin-4-yl)-6-morpholinopyridin-4-yl)phenyl)-3-(2,2,2-trifluoroethyl)pyrrolidine-1-carboxamide